cyanoanthraquinone C(#N)C1=CC=CC=2C(C3=CC=CC=C3C(C12)=O)=O